ethyl 3-fluoro-5-(3-hydroxyoxetan-3-yl)benzoate FC=1C=C(C(=O)OCC)C=C(C1)C1(COC1)O